ClC1=CSC2=C(N=CC=C21)N[C@H]2CN(CCC2)C(=O)OC(C)(C)C tert-butyl (R)-3-((3-chlorothieno[2,3-c]pyridin-7-yl)amino)piperidine-1-carboxylate